5-tert-butyl 2-ethyl 3-hydroxy-7,8-dihydro-4H-pyrazolo[1,5-a][1,4]diazepine-2,5(6H)-dicarboxylate OC=1C(=NN2C1CN(CCC2)C(=O)OC(C)(C)C)C(=O)OCC